FC1=C(C=CC(=C1)C1NCCC1)C=1N([C@H]2SC3=C(N2C1)C=CC=C3)CCCN3CCCCC3 (R)-2-(2-fluoro-4-(pyrrolidin-2-yl)phenyl)-N-(3-(piperidin-1-yl)propyl)benzo[d]imidazo[2,1-b]thiazole